laurylamine hydrofluoride F.C(CCCCCCCCCCC)N